S(=O)(=O)(O)CCCC1=NC=CC(=C1)C1=CC=NC=C1 sulfopropyl-4,4'-bipyridyl